3-(N-((4'-(Dimethylamino)-[1,1'-biphenyl]-4-yl)methyl)cyclohexanecarboxamido)benzyl cyclohexanecarboxylate C1(CCCCC1)C(=O)OCC1=CC(=CC=C1)N(C(=O)C1CCCCC1)CC1=CC=C(C=C1)C1=CC=C(C=C1)N(C)C